7-azaspiro[3.5]nonane-7-carboxylate C1CCC12CCN(CC2)C(=O)[O-]